C(C)(=O)C=1C(OC2=C(C1N1CCOCC1)C=CC(=C2)NC2=NC=C(C(=N2)C2=CC1=C(N(N=C1C=C2)C)C(C)C)Cl)=O 3-acetyl-7-((5-chloro-4-(3-isopropyl-2-methyl-2H-indazol-5-yl)pyrimidin-2-yl)amino)-4-morpholinyl-2H-benzopyran-2-one